methamidyl iodide C(=O)NI